FC(C(C#CC1NC2=C(COC1)C=CC=C2)(C)C)(F)F (4,4,4-trifluoro-3,3-dimethyl-but-1-ynyl)-3,5-dihydro-2H-4,1-benzoxazepine